(S)-4-chloro-2-((3-(2-(4-chlorophenyl)-2-hydroxyethyl)-1,2,4-oxadiazol-5-yl)methyl)pyridazin-3(2H)-one ClC=1C(N(N=CC1)CC1=NC(=NO1)C[C@H](O)C1=CC=C(C=C1)Cl)=O